C(#N)C1=CC=C(OCC2(CN(C2)S(=O)(=O)C2=C(C=C(C=C2)Cl)Cl)C(=O)NC2CCOCC2)C=C1 3-((4-Cyanophenoxy)methyl)-1-((2,4-dichlorophenyl)sulfonyl)-N-(tetrahydro-2H-pyran-4-yl)azetidine-3-carboxamide